2-carbamoyl-pyridine C(N)(=O)C1=NC=CC=C1